C=1N=CN2C1C1=CC=CC=C1C2CNC2CCN(CC2)C(=O)NC2=CC=C(C=C2)F 4-(((5H-imidazo[5,1-a]isoindol-5-yl)methyl)amino)-N-(4-fluorophenyl)piperidine-1-carboxamide